2-(4-chloropyrimidin-5-yl)-N-(4-(1-isopropyl-4-(trifluoromethyl)-1H-imidazol-2-yl)benzyl)imidazo[2,1-f][1,2,4]triazin-4-amine ClC1=NC=NC=C1C1=NN2C(C(=N1)NCC1=CC=C(C=C1)C=1N(C=C(N1)C(F)(F)F)C(C)C)=NC=C2